[Cl-].ON=CC1=[NH+]C(=CC=C1)C#CC=1C=[NH+]C=CC1.[Cl-] 2-((hydroxyimino)methyl)-6-(Pyridin-1-ium-3-ylethynyl)pyridin-1-ium chloride